bromine nitroalcohol [N+](=O)([O-])O.[Br]